naphthyl(benzofluoranthenyl)benzene C1(=CC=CC2=CC=CC=C12)C1=C(C=CC=C1)C1=CC=C2C=CC=C3C4=CC=C5C(=C4C1=C23)C=CC=C5